(3R,5R)-3-((6-((S)-amino(4,4-difluorocyclohexyl)methyl)-3-(1,1-dioxidotetrahydro-2H-thiopyran-4-yl)imidazo[1,2-b][1,2,4]triazin-2-yl)methyl)-5-(trifluoromethyl)piperidin-2-one N[C@H](C=1N=C2N(N=C(C(=N2)C2CCS(CC2)(=O)=O)C[C@@H]2C(NC[C@@H](C2)C(F)(F)F)=O)C1)C1CCC(CC1)(F)F